Tert-butyl 4-[3-[3-(2,4-dioxohexahydropyrimidin-1-yl)imidazo[1,2-a]pyridin-8-yl]prop-2-ynyl]piperazine-1-carboxylate O=C1N(CCC(N1)=O)C1=CN=C2N1C=CC=C2C#CCN2CCN(CC2)C(=O)OC(C)(C)C